CC=1C(=NC(N([C@H]2[C@H](O)[C@H](O)[C@@H](CO)O2)C1)=O)N C5-methylcytidine